(S)-1-(1-((5-(4-((4-((1-methyl-piperidin-4-yl)methoxy)phenyl)ethynyl)phenyl)isoxazol-3-yl)methyl)-1H-imidazol-2-yl)ethan-1-ol CN1CCC(CC1)COC1=CC=C(C=C1)C#CC1=CC=C(C=C1)C1=CC(=NO1)CN1C(=NC=C1)[C@H](C)O